C(#N)C=1C=C2C(=CC=NC2=CC1OCCCN1CCOCC1)OC1=C(C=C(C=C1)NC(=O)C1=C2C(=CN(C1=O)C1=CC=C(C=C1)F)CCO2)F N-(4-((6-cyano-7-(3-morpholinopropoxy)quinolin-4-yl)oxy)-3-fluorophenyl)-5-(4-fluorophenyl)-6-oxo-2,3,5,6-tetrahydrofuro[3,2-c]pyridine-7-carboxamide